FC1=C(C=C(C(=C1)[Si](C)(C)C)F)NC(C(C1=CC=C(C=C1)COC)NC(CN1N=CC2=CC=CC=C12)=O)=O N-(2,5-difluoro-4-(trimethylsilyl)phenyl)-2-((1H-indazol-1-ylacetyl)amino)-2-(4-(methoxymethyl)phenyl)acetamide